S(=O)(=O)(C)CCC1=CC=CC2=CC=CC=C12 1-(2-mesylethyl)naphthalene